4-(6-((4-fluorobenzofuran-7-yl)methoxy) Pyridin-2-yl)piperidine-1-carboxylate FC1=CC=C(C2=C1C=CO2)COC2=CC=CC(=N2)C2CCN(CC2)C(=O)[O-]